C(C)(C)[C@@H]1NC2=CC=CC=C2[C@@H]([C@H]1C)NC(OCC1=CC=CC=C1)=O |r| rac-benzyl ((2S,3S,4R)-2-isopropyl-3-methyl-1,2,3,4-tetrahydroquinolin-4-yl)carbamate